amino-2-[1-(difluoromethyl)-1H-pyrazol-4-yl]benzenesulfonamide NC=1C(=C(C=CC1)S(=O)(=O)N)C=1C=NN(C1)C(F)F